5-(3-(4-(5-(4-chlorophenyl)-4-methyl-1H-imidazol-2-yl)phenoxy)phenyl)-1H-pyrazole ClC1=CC=C(C=C1)C1=C(N=C(N1)C1=CC=C(OC=2C=C(C=CC2)C2=CC=NN2)C=C1)C